OC(C)C1=CC=C(C=C1)O 1,4-dihydroxyethylbenzene